gluconic acid sodium salt [Na+].O=C([C@H](O)[C@@H](O)[C@H](O)[C@H](O)CO)[O-]